O=C1C2C(C(C1CC2)NC(C(F)(F)F)=O)C(=O)N 7-oxo-3-(2,2,2-trifluoroacetamido)bicyclo[2.2.1]heptane-2-carboxamide